(S)-(8-(4-fluorophenyl)-6-azaspiro[3.4]octan-6-yl)(3-hydroxyisoxazol-5-yl)methanone FC1=CC=C(C=C1)[C@@H]1CN(CC12CCC2)C(=O)C2=CC(=NO2)O